CC1=NC=CC2=C1CC(C2)NC(OC(C)(C)C)=O tert-Butyl N-(1-methyl-6,7-dihydro-5H-cyclopenta[c]pyridin-6-yl)carbamate